8-(5-chloro-2-hydroxybenzoamido)octanoic acid ClC=1C=CC(=C(C(=O)NCCCCCCCC(=O)O)C1)O